3-[5-chloro-1-methylpyrrolo[2,3-c]pyridin-2-yl]-4-fluoro-2-methoxypyridine ClC=1C=C2C(=CN1)N(C(=C2)C=2C(=NC=CC2F)OC)C